(R)-1-(5-(2-Benzyl-4-(methylsulfonyl)piperazin-1-yl)-1-(2,4-difluoro-3-hydroxy-5-(trifluoromethyl)phenyl)-1H-indazol-3-yl)ethan-1-one C(C1=CC=CC=C1)[C@H]1N(CCN(C1)S(=O)(=O)C)C=1C=C2C(=NN(C2=CC1)C1=C(C(=C(C(=C1)C(F)(F)F)F)O)F)C(C)=O